ethyl 2-(pyridin-3-yl)-1,2,3,4-tetrazole-5-carboxylate N1=CC(=CC=C1)N1N=C(N=N1)C(=O)OCC